r-(4-(2,4-dihydroxyphenyl)thiazol-2-yl)pivalamide OC1=C(C=CC(=C1)O)C=1N=C(SC1)CC(C(=O)N)(C)C